FC1(C(CNC1)OC1=CC(=CC(=N1)NC1=CC2=C(C=N1)SC(=N2)C2=CC(=NC=C2)C)C)F 6-[(4,4-Difluoropyrrolidin-3-yl)oxy]-4-methyl-N-[2-(2-methylpyridin-4-yl)-[1,3]thiazolo[5,4-c]pyridin-6-yl]pyridin-2-amine